C(#N)N=C(NCC)N[C@@H]1C[C@H](C2=CC(=C3C=C(N=CC3=C21)C2CC2)S(NCC(C)C)(=O)=O)N/C(/NCC)=N/C#N |r| 2-Cyano-1-ethyl-3-[trans-(7RS,9RS)-3-cyclopropyl-5-(2-methylpropylsulfamoyl)-7-[[rac-(E)-N'-cyano-N-ethylcarbamimidoyl]amino]-8,9-dihydro-7H-cyclopenta[h]isochinolin-9-yl]guanidin